[Si](C)(C)(C)N=C=O TMSisocyanate